NC1=C(C=C(C=N1)C=1C=C(C(=O)O)C=CC1)OCC1=C(C=CC=C1Cl)Cl 3-[6-amino-5-(2,6-dichloro-benzyloxy)-pyridin-3-yl]-benzoic acid